tert-butyl (2S)-2-(5-(2-oxoethyl)oxolan-2-yl)pyrrolidine-1-carboxylate O=CCC1CCC(O1)[C@H]1N(CCC1)C(=O)OC(C)(C)C